2-Amino-N-[4-fluoro-2-methyl-5-[[5-(propan-2-yloxymethyl)pyridin-2-yl]carbamoyl]phenyl]-1,3-thiazole-5-carboxamide NC=1SC(=CN1)C(=O)NC1=C(C=C(C(=C1)C(NC1=NC=C(C=C1)COC(C)C)=O)F)C